1-[[2-(1,1-difluoroethyl)pyridin-4-yl]methyl]-3-[(1r,3r)-3-(trifluoromethyl)cyclobutyl]urea FC(C)(F)C1=NC=CC(=C1)CNC(=O)NC1CC(C1)C(F)(F)F